2-{3-[(3ar,4r,6as)-4-(tert-butylamino)hexahydrocyclopenta[c]pyrrol-2(1H)-yl]-1,2,4-triazin-6-yl}-5-(1H-pyrazol-4-yl)phenol dihydrochloride Cl.Cl.C(C)(C)(C)N[C@@H]1CC[C@@H]2CN(C[C@@H]21)C=2N=NC(=CN2)C2=C(C=C(C=C2)C=2C=NNC2)O